ClC=1C=C(C=CC1F)C(C=1N(C(=C(N1)C(=O)OC)C)COCC[Si](C)(C)C)C1=CC(=C(C=C1)F)Cl methyl 2-(bis(3-chloro-4-fluorophenyl)methyl)-5-methyl-1-((2-(trimethylsilyl)eth-oxy)methyl)-1H-imidazole-4-carboxylate